2-ethylbutyl ((perfluorophenoxy) (phenoxy)phosphoryl)-L-alaninate FC1=C(OP(=O)(OC2=CC=CC=C2)N[C@@H](C)C(=O)OCC(CC)CC)C(=C(C(=C1F)F)F)F